dimethyl-2-fluoro-2-(perfluoroprop-1-en-1-yl)malonate COC(C(C(=O)OC)(C(=C(C(F)(F)F)F)F)F)=O